ethyl 1-(3-chloropyridin-2-yl)-3-((methylsulfonyl)oxy)-4,5-dihydro-1H-pyrazole-5-carboxylate ClC=1C(=NC=CC1)N1N=C(CC1C(=O)OCC)OS(=O)(=O)C